3-(1-(3-(2H-1,2,3-triazol-2-yl)propyl)azetidin-3-yl)-1H-indole N=1N(N=CC1)CCCN1CC(C1)C1=CNC2=CC=CC=C12